C(CCCCCCCCC(=O)[O-])(=O)OC1CC(NC(C1)(C)C)(C)C 2,2,6,6-tetramethyl-4-piperidyl sebacate